C(N1N=CC(=C1)C=1C=C(CN2CCC3(CC2)COC2=C4CN(C(C4=CC=C23)=O)[C@@H]2C(NC(CC2)=O)=O)C=CC1)([2H])([2H])[2H] (S)-3-(1'-(3-(1-(methyl-d3)-1H-pyrazol-4-yl)benzyl)-6-oxo-6,8-dihydro-2H,7H-spiro[furo[2,3-e]isoindol-3,4'-piperidin]-7-yl)piperidine-2,6-dione